4-(quinoline-2-yl)benzonitrile N1=C(C=CC2=CC=CC=C12)C1=CC=C(C#N)C=C1